pyrazolo[4,3-e]-1,2,4-triazine N1N=CC=2N=CN=NC21